C(C(C)C)N1N=C2N=C(C=NC2=C1)N[C@@H](C)C=1C=C(C=CC1)NC(C1=CN=CC(=C1)C)=O (S)-N-(3-(1-((2-isobutyl-2H-pyrazolo[3,4-b]pyrazin-6-yl)amino)ethyl)phenyl)-5-methylnicotinamide